9-[(2-propylheptyl)oxy]nonanoic acid C(CC)C(COCCCCCCCCC(=O)O)CCCCC